C1C(CC2=CC=CC=C12)NC1=NC=C(C=N1)N1N=C(C=C1)NC(=O)C1CC2=C(NN=N2)CC1 N-(1-(2-((2,3-dihydro-1H-inden-2-yl)amino)pyrimidin-5-yl)-1H-pyrazol-3-yl)-4,5,6,7-tetrahydro-1H-benzo[d][1,2,3]triazole-5-carboxamide